butyl (3-(4,4,5,5-tetramethyl-1,3,2-dioxaborolan-2-yl)phenyl)carbamate CC1(OB(OC1(C)C)C=1C=C(C=CC1)NC(OCCCC)=O)C